CC(CN1CCOCC1)(C)OC1=CC=C(C=C1)CC(=O)O (4-{[2-methyl-1-(morpholin-4-yl)propan-2-yl]oxy}phenyl)acetic acid